FC=1C=C(C(=O)N(C)C)C=C(C1C(C)O)C1=CC2=C(NC(=N2)C)C=C1 3-fluoro-4-(1-hydroxyethyl)-N,N-dimethyl-5-(2-methyl-1H-benzimidazol-5-yl)benzamide